O1C(OCC1)C1=NC=CC(=C1)C1CN(CCC1(F)F)C(=O)OC(C)(C)C tert-butyl 3-[2-(1,3-dioxolan-2-yl)pyridin-4-yl]-4,4-difluoropiperidine-1-carboxylate